Benzyl (2R,3S)-3-((tert-butoxycarbonyl)amino)-2-((((CIS)-4-phenylcyclohexyl)oxy)methyl)-pyrrolidine-1-carboxylate C(C)(C)(C)OC(=O)N[C@@H]1[C@@H](N(CC1)C(=O)OCC1=CC=CC=C1)CO[C@@H]1CC[C@@H](CC1)C1=CC=CC=C1